3-(hydroxymethyl)pyrrolidine-3-carbonitrile OCC1(CNCC1)C#N